C(C=C)OC(=O)NCC(=O)NCC(=O)ON1C(CCC1=O)=O (2,5-dioxopyrrolidin-1-yl) 2-[[2-(allyloxycarbonylamino)acetyl] amino]acetate